(S)-3-((3-(2-(4-chlorophenyl)-2-hydroxyethyl-2-d)-1,2,4-oxadiazol-5-yl)methyl)-1-methylpyrimidine-2,4(1H,3H)-dione ClC1=CC=C(C=C1)[C@@](CC1=NOC(=N1)CN1C(N(C=CC1=O)C)=O)([2H])O